[15NH2][13C@@H]([13CH2]S)[13C](=O)O [13C3,15N]cysteine